N-(4-((4-butoxypiperidin-1-yl)sulfonyl)phenyl)-2-(N-methylmethylsulfonamido)benzamide C(CCC)OC1CCN(CC1)S(=O)(=O)C1=CC=C(C=C1)NC(C1=C(C=CC=C1)N(S(=O)(=O)C)C)=O